N1(N=CN=C1)S(=O)(=O)C1=CC=C(C=C1)C(=O)N1CCN(CC1)C1=CC=C(C=C1)OC (4-((1H-1,2,4-triazol-1-yl)sulfonyl)phenyl)(4-(4-methoxyphenyl)piperazin-1-yl)methanone